4-(4-bromo-2,6-dichloro-phenoxy)-2-[(4,4-difluoro-1-piperidinyl)sulfonyl]phenol BrC1=CC(=C(OC2=CC(=C(C=C2)O)S(=O)(=O)N2CCC(CC2)(F)F)C(=C1)Cl)Cl